(1R,3S,5R)-2-(2-(3-acetyl-7-methoxy-5-(2-methylpyrimidin-5-yl)-1H-indazol-1-yl)acetyl)-N-(6-bromo-3-methylpyridin-2-yl)-5-methyl-2-azabicyclo[3.1.0]hexane-3-carboxamide C(C)(=O)C1=NN(C2=C(C=C(C=C12)C=1C=NC(=NC1)C)OC)CC(=O)N1[C@@H]2C[C@@]2(C[C@H]1C(=O)NC1=NC(=CC=C1C)Br)C